COC1=NC(=CC(=C1)C(\C(=C\C=1C=C2C=CNC2=CC1)\C)=O)OC (E)-1-(2,6-dimethoxypyridin-4-yl)-3-(1H-indol-5-yl)-2-methylpropan-2-en-1-one